C[C@@H]1O[C@@H](CN([C@@H]1CNC1=NC=C(C=C1)C(F)(F)F)C(=O)C=1C(=NC=C(C1)F)N1N=CC=N1)C ((2S,3R,6R)-2,6-Dimethyl-3-(((5-(trifluoromethyl)pyridin-2-yl)amino)methyl)morpholino)(5-fluoro-2-(2H-1,2,3-triazol-2-yl)pyridin-3-yl)methanone